CN(C=1SC(=CN1)C=CC=1OC2=C(N1)C=CC(=C2)OCCF)C 2-(2-[2-dimethylaminothiazol-5-yl]vinyl)-6-(2-[fluoro]ethoxy)benzoxazole